C(CCC)C1=NC=2C(=C3C(=[N+](C2)[O-])C=C(S3)C)N1 2-butyl-7-methyl-1H-imidazo[4,5-d]thieno[3,2-b]pyridine-5-oxide